C1(CC1)C([C@@H](C(NC=1C=NN(C1)CC=1N=NN(C1)CC(F)(F)F)=O)NC(OC(C)(C)C)=O)C1CC1 tert-butyl N-[(1S)-1-(dicyclopropylmethyl)-2-oxo-2-[[1-[[1-(2,2,2-trifluoroethyl)triazol-4-yl]methyl]pyrazol-4-yl]amino]ethyl]carbamate